CC(C)[C@H](C(=O)O)NC(=O)OC(C)(C)C N-Boc-D-valinol